ClC1=C(C=C(OCC(=O)NC23CC(C2)(C3)C=3OC(=NN3)COC=3C=NC=C(C3)C#N)C=C1)F 2-(4-chloro-3-fluorophenoxy)-N-[3-(5-{[(5-cyanopyridin-3-yl)oxy]methyl}-1,3,4-oxadiazol-2-yl)bicyclo[1.1.1]pentan-1-yl]acetamide